6'-Bromo-2'-phenylspiro[fluorene-9,3'-indole] BrC1=CC=C2C3(C(=NC2=C1)C1=CC=CC=C1)C1=CC=CC=C1C=1C=CC=CC13